4-(4-(pyridin-4-ylmethoxy)phenyl)butan-1-ol N1=CC=C(C=C1)COC1=CC=C(C=C1)CCCCO